4-(4-aminophenyl)-2-(2-methyl-2H-indazol-5-yl)pyrido[3,2-c]pyridazine-3,6(2H,5H)-dione NC1=CC=C(C=C1)C1=C2C(=NN(C1=O)C1=CC3=CN(N=C3C=C1)C)C=CC(N2)=O